5-bromo-3,3-dimethyl-1-(oxan-2-yl)pyrrolo[3,2-b]pyridin-2-one BrC1=CC=C2C(=N1)C(C(N2C2OCCCC2)=O)(C)C